1-methyl-9,10-anthraquinone CC1=CC=CC=2C(C3=CC=CC=C3C(C12)=O)=O